2-[(3R)-1-[(2R)-2-[4-(2-chloro-4-fluoro-phenyl)-2-oxo-chromen-7-yl]oxypropionyl]-3-piperidinyl]-N-methyl-acetamide ClC1=C(C=CC(=C1)F)C1=CC(OC2=CC(=CC=C12)O[C@@H](C(=O)N1C[C@H](CCC1)CC(=O)NC)C)=O